9-(4-chloro-2,6-difluoro-phenyl)-2,3-dimethyl-7-(4,4,5,5-tetramethyl-1,3,2-dioxaborolan-2-yl)pyrazino[1,2-a]pyrimidin-4-one ClC1=CC(=C(C(=C1)F)C1=NC(=CN2C1=NC(=C(C2=O)C)C)B2OC(C(O2)(C)C)(C)C)F